COC=1C=C(C=C(C1)OC)C1=CC2=C(N=C(N=C2)SC)C(N1)=O 6-(3,5-dimethoxyphenyl)-2-(methylthio)pyrido[3,4-d]pyrimidin-8(7H)-one